[O-]S(=O)(=O)C(F)(F)F.[NH+]1=C(C=C(C=C1C)C)C Collidinium triflate